6-(Benzo[d][1,3]dioxol-5-ylamino)-1-cyclopentyl-3-methyl-1,3-dihydro-2H-imidazo[4,5-c]pyridin-2-one O1COC2=C1C=CC(=C2)NC2=CC1=C(C=N2)N(C(N1C1CCCC1)=O)C